N-(tetrahydropyran-4-ylmethyl)pyrido[4,3-d]Pyrimidine-4-amine O1CCC(CC1)CNC=1C2=C(N=CN1)C=CN=C2